O1C(=CC=C1)C1=NCNN1 5-(furan-2-yl)-1,2-dihydro-3H-1,2,4-triazole